N=1C=C(N2C1C=CC=C2)CCC(=O)O 3-imidazo[1,2-a]pyridin-3-ylpropionic acid